FC1=C(C=CC(=C1)F)C1=NC=C(C=C1)C(F)(F)F 2-(2,4-difluorophenyl)-5-(trifluoromethyl)-pyridine